4-[(5-amino-2-pyridinyl)oxy]-2-[(1-methylethyl)oxy]benzonitrile NC=1C=CC(=NC1)OC1=CC(=C(C#N)C=C1)OC(C)C